COC=1C=C(CN(C2=CC=C(C=C2)COCCOCCN2CCOCC2)CC2=CC=C(C=C2)N2CCCC2)C=CC1 N-(3-methoxybenzyl)-4-((2-(2-morpholinoethoxy)ethoxy)methyl)-N-(4-(pyrrolidin-1-yl)benzyl)aniline